COC(C(C(=O)OC)C1=NC=C(C=C1Cl)C(F)(F)F)=O 2-[3-chloro-5-(trifluoromethyl)pyridin-2-yl]-1,3-propanedioic acid dimethyl ester